Methyl (E)-1-(2-(aminomethyl)-3-chloroallyl)-1H-pyrazole-5-carboxylate NC/C(/CN1N=CC=C1C(=O)OC)=C\Cl